OCCN1C[C@@H](CCC1)NC=1OC=2C(=NC(=CC2OC)C2=C(C=C3C(CCO3)=C2O)C)N1 5-[2-[[(3R)-1-(2-hydroxyethyl)-3-piperidyl]amino]-7-methoxy-oxazolo[4,5-b]pyridin-5-yl]-6-methyl-2,3-dihydrobenzofuran-4-ol